3-(1-methyl-1H-1,2,4-triazol-3-yl)-4-(trifluoromethyl)aniline CN1N=C(N=C1)C=1C=C(N)C=CC1C(F)(F)F